(S)-3-Fluoro-9-(2-fluoropyridin-4-yl-methyl)-2-((R)-3-methylmorpholin-4-yl)-8-trifluoromethyl-6,7,8,9-tetrahydro-pyrimido[1,2-a]-pyrimidin-4-one FC1=C(N=C2N(C1=O)CC[C@H](N2CC2=CC(=NC=C2)F)C(F)(F)F)N2[C@@H](COCC2)C